Silyl-guanosine [SiH3][C@@]1([C@H](O)[C@H](O)[C@@H](CO)O1)N1C=NC=2C(=O)NC(N)=NC12